C1(CCC(N1C(C(=O)[O-])(CCCCCCCCC)SSC(C(=O)[O-])(CCCCCCCCC)N1C(CCC1=O)=O)=O)=O Dithiobis(succinimidylundecanoat)